tert-Butyl (1R,4r)-4-(4-(((1S,4R)-4-(2-((2S,3S)-1-methyl-5-oxo-2-(pyridin-3-yl)pyrrolidine-3-carboxamido)ethoxy)cyclohexyl)oxy)butanamido)cyclohexane-1-carboxylate CN1[C@@H]([C@H](CC1=O)C(=O)NCCOC1CCC(CC1)OCCCC(=O)NC1CCC(CC1)C(=O)OC(C)(C)C)C=1C=NC=CC1